9-(benzo[d][1,3]dioxol-5-yl)-N-(4-chlorophenyl)-1-methyl-6,7-dihydro-5H-benzo[c][1,2,3]triazolo[1,5-a]azepin-7-amine O1COC2=C1C=CC(=C2)C2=CC1=C(C=3N(CCC1NC1=CC=C(C=C1)Cl)N=NC3C)C=C2